n-Pentanolat C(CCCC)[O-]